ClC1=CC=C(C(=N1)C(=O)NS(=O)(=O)C)N[C@H](C)C=1C=C(C=C2C(N(C(=NC12)N1CCC(CC1)(C)C1=C(C=NN1C)F)C)=O)C (R)-6-chloro-3-((1-(2-(4-(4-fluoro-1-methyl-1H-pyrazol-5-yl)-4-methylpiperidin-1-yl)-3,6-dimethyl-4-oxo-3,4-dihydroquinazolin-8-yl)ethyl)amino)-N-(methylsulfonyl)picolinamide